C(C)(C)[C@H]1[C@@H](C[C@@H](CC1)C)OC(=O)[C@@H]1[C@H](C1)C(NC1=C(C=CC=C1)C=O)=O.ClC1=NC=C(C=C1)C1(CC1)OC 2-chloro-5-(1-methoxycyclopropyl)pyridine (1R,2S,5R)-2-isopropyl-5-methylcyclohexyl-(1S,2S)-2-((2-formylphenyl)carbamoyl)cyclopropane-1-carboxylate